BrC=1C(=C(C=CC1)C=1C(C[C@H](C1)O[Si](C)(C)C(C)(C)C)=O)F (R)-2-(3-bromo-2-fluorophenyl)-4-((tert-butyldimethylsilyl)oxy)cyclopent-2-enone